2-((R)-6-fluoro-6,7-dihydro-5H-pyrrolo[1,2-c]imidazol-1-yl)-2-(4-fluoro-6-(3-fluoro-4-morpholinylphenyl)-2H-indazol-2-yl)acetic acid ethyl ester C(C)OC(C(N1N=C2C=C(C=C(C2=C1)F)C1=CC(=C(C=C1)N1CCOCC1)F)C1=C2N(C=N1)C[C@@H](C2)F)=O